6-cyclopropyl-N-(2-(2,6-dioxopiperidin-3-yl)-1-oxoisoindolin-5-yl)indoline-1-carboxamide C1(CC1)C1=CC=C2CCN(C2=C1)C(=O)NC=1C=C2CN(C(C2=CC1)=O)C1C(NC(CC1)=O)=O